C(C)(C)C[Si](C)(C)N isopropyl-aminotrimethyl-silane